Cl.COC(C1=CC=C(C=C1)S(=O)(=O)CC(C(C(=O)OC)C1=CC=CC=C1)N)=O 4-((2-amino-4-methoxy-4-oxo-3-phenylbutyl)sulfonyl)benzoic acid methyl ester hydrochloride